2,5,8,11,14,17,20,23,26,29,32,35,38,41,44,47,50,53,56,59,62,65,68,71-tetracosaoxatetraheptacontan-74-oic acid COCCOCCOCCOCCOCCOCCOCCOCCOCCOCCOCCOCCOCCOCCOCCOCCOCCOCCOCCOCCOCCOCCOCCOCCC(=O)O